O=C1NCC=2C(=NC=C(C21)NC2=NC=C(C=C2)N2CCNCC2)C(=O)N 1-oxo-7-((5-(piperazin-1-yl)pyridin-2-yl)amino)-2,3-dihydro-1H-pyrrolo[3,4-c]pyridine-4-carboxamide